C(C1=CC=CC=C1)NC=1N=CC2=C(N1)C=CN2C2=CC=C(C=C2)C(C)(C)C N-benzyl-5-(4-(tert-butyl)phenyl)-5H-pyrrolo[3,2-d]pyrimidin-2-amine